ClC1=CC=C(C(=N1)C(=O)O)N[C@H](C)C1=C2N=C(C(=NC2=CC(=C1)C)C#N)N1CCN(CC1)C=1C=NN(C1)C (R)-6-chloro-3-((1-(2-cyano-7-methyl-3-(4-(1-methyl-1H-pyrazol-4-yl)piperazin-1-yl)quinoxalin-5-yl)ethyl)amino)picolinic acid